C(CCCCCCCCCCCCCCCCC)C(CCCCCCCCCCCCCC(=O)O)(C(=O)O)CCCCCCCCCCCCCCCCCC distearyl-1,14-tetradecylenedicarboxylic acid